OCC=1OC(=CC1)CO 2,5-bis(hydroxymethyl)furane